FC(C(C(OC)(F)F)(F)F)(F)F 1,1,1,2,2,3,3-heptafluoro-3-Methoxypropane